1,5-Diazabicyclo[4.4.0]decen-5-en Tetraphenylborat C1(=CC=CC=C1)[B-](C1=CC=CC=C1)(C1=CC=CC=C1)C1=CC=CC=C1.N12C=CCN=C2CCCC1